4-(benzylthio)-3-fluorobenzenamine C(C1=CC=CC=C1)SC1=C(C=C(C=C1)N)F